1-isoindolone C1(N=CC2=CC=CC=C12)=O